NC=1C=C(C(=C(C1)[C@@H](C)NC1=NC(=NC2=CC(=C(C=C12)NC)C(=O)N1CCOCC1)C)F)C(F)(F)F (R)-(4-((1-(5-amino-2-fluoro-3-(trifluoromethyl)phenyl)ethyl)amino)-2-methyl-6-(methylamino)quinazolin-7-yl)(morpholino)methanone